C(C1=CC=CC=C1)OC1=C(C(=O)OCC2=CC=CC=C2)C=CC(=C1)N(C(=O)[C@@H]1N(CC1)S(=O)(=O)C1=C(C(=CC(=C1F)F)F)F)CC1=CC=C(C=C1)C1CCCCC1 Benzyl (R)-2-(benzyloxy)-4-(N-(4-cyclohexylbenzyl)-1-((2,3,5,6-tetrafluorophenyl)sulfonyl) azetidine-2-carboxamido)benzoate